4-((3-(7-(((3S,4R)-3-fluoro-1-methylpiperidin-4-yl)amino)-3-vinylpyrazolo[1,5-a]pyridin-2-yl)prop-2-yn-1-yl)amino)-3-methoxy-N,N-dimethylbenzamide F[C@H]1CN(CC[C@H]1NC1=CC=CC=2N1N=C(C2C=C)C#CCNC2=C(C=C(C(=O)N(C)C)C=C2)OC)C